C1=NNC=2C=CC3=C(C12)C=C(S3)C(=O)OCC ethyl 3H-thieno[3,2-e]indazole-7-carboxylate